NC1=CC=C(N=N1)N1C[C@@H](CCC1)NC(OC(C)(C)C)=O tert-butyl (R)-(1-(6-aminopyridazin-3-yl)piperidin-3-yl)carbamate